ClC1=C(C=CC(=C1)Cl)N1N=C(C=C1C1=CC=CC=C1)C(=O)OCC ethyl 1-(2,4-dichloro-phenyl)-5-phenyl-1H-pyrazole-3-carboxylate